O1CCN(CC1)C=1C=CC2=C(NC(=N2)C2=NNC3=CC=C(C=C23)C(=O)NC[C@@H]2CNCC2)C1 (S)-3-(6-morpholino-1H-benzo[d]imidazol-2-yl)-N-(pyrrolidin-3-ylmethyl)-1H-indazole-5-carboxamide